ClC=1C2=C(N=CN1)NC(C(=C2)C2CCS(CC2)(=O)=O)=O 4-chloro-6-(1,1-dioxidotetrahydro-2H-thiopyran-4-yl)pyrido[2,3-d]pyrimidin-7(8H)-one